2-(diethoxymethylsilyl)benzofuran C(C)OC(OCC)[SiH2]C=1OC2=C(C1)C=CC=C2